ClC1=C(CNC(=O)[C@]2(C=3C=CC=NC3[C@@H](CC2)O)F)C=CC(=C1)F (5s,8r)-N-(2-chloro-4-fluorobenzyl)-5-fluoro-8-hydroxy-5,6,7,8-tetrahydroquinoline-5-carboxamide